N#CN.[In] Indium Cyanamide